C(C)(C)(C)OC(=O)N1CCC(CC1)C=1C=C2C(=NC(=NC2=CC1OC)C)N[C@H](C)C1=CC(=CC(=C1)C(F)(F)F)[N+](=O)[O-] (R)-4-(7-methoxy-2-methyl-4-((1-(3-nitro-5-(trifluoromethyl)phenyl)ethyl)amino)quinazolin-6-yl)piperidine-1-carboxylic acid tert-butyl ester